FC1=C(C=CC(=C1F)OC)C1=CN=C(N1C)C(=O)NC1=CC(=C(C=C1)C(NCCCOCCN(C)C)=O)CC 5-(2,3-difluoro-4-methoxy-phenyl)-N-[4-[3-[2-(dimethylamino)ethoxy]propylcarbamoyl]-3-ethyl-phenyl]-1-methyl-imidazole-2-carboxamide